(trifluoromethyl)-1H-1,2,3-triazole FC(F)(F)N1N=NC=C1